N'-{(2S,3R)-1-(cyclobutanecarbonyl)-4,4-difluoro-2-[(2-fluoro[1,1'-biphenyl]-3-yl)methyl]pyrrolidin-3-yl}-N,N-dimethylsulfuric diamide C1(CCC1)C(=O)N1[C@H]([C@H](C(C1)(F)F)NS(N(C)C)(=O)=O)CC=1C(=C(C=CC1)C1=CC=CC=C1)F